ClC1=C(N=C(C(=N1)N)SC1=C(C(=CC=C1)C=1OC=CN1)Cl)C=C 6-chloro-3-((2-chloro-3-(oxazol-2-yl)phenyl)sulfanyl)-5-vinyl-pyrazin-2-amine